OCC1CC(C1)C1=CC2=C(N(C(N2C)=O)C2C(NC(CC2)=O)=O)C=C1 3-(5-(3-(hydroxymethyl)cyclobutyl)-3-methyl-2-oxo-2,3-dihydro-1H-benzo[d]imidazol-1-yl)piperidine-2,6-dione